(S)-2-((6-(1H-pyrazol-1-yl)pyrimidin-4-yl)amino)-4-((2-(pyridin-2-yloxy)ethyl)(4-(5,6,7,8-tetrahydro-1,8-naphthyridin-2-yl)butyl)amino)butanoic acid N1(N=CC=C1)C1=CC(=NC=N1)N[C@H](C(=O)O)CCN(CCCCC1=NC=2NCCCC2C=C1)CCOC1=NC=CC=C1